OC=1C(C2=CC=CC(=C2C(C1)=O)O)=O 2,5-dihydroxy-1,4-naphthoquinone